C(#N)C1=C(C(=O)O)C=CC(=C1)[C@@H]1N(CCN(C1)CCC(F)(F)F)CC1=C2C=CNC2=C(C=C1OC)C (s)-2-Cyano-4-(1-((5-methoxy-7-methyl-1H-indol-4-yl)methyl)-4-(3,3,3-trifluoropropyl)piperazin-2-yl)benzoic acid